ClO.NCCC1=CC(O)=C(O)C=C1 Dopamine hypochlorite